BrC=1C=NN(C1C1=CC=CC=C1)CC1=CC=CC=C1 4-bromo-1-benzyl-5-phenyl-1H-pyrazole